NCC=1C=C(C=CC1)CCCCCCCN1CCC(CC1)NC(OC(C)(C)C)=O tert-butyl (1-(7-(3-(aminomethyl)phenyl)heptyl)piperidin-4-yl)carbamate